ClCCCC(C)=O 1-chloro-4-pentanone